mercury (i) chloride [Hg]Cl